N-[1-methyl-2-(4-methyl-1-[[2-(trimethylsilyl)ethoxy]methyl]indol-5-yl)pyrrolo[2,3-c]pyridin-5-yl]cyclopropanecarboxamide CN1C(=CC=2C1=CN=C(C2)NC(=O)C2CC2)C=2C(=C1C=CN(C1=CC2)COCC[Si](C)(C)C)C